N1C(NC=C2OC3=C(N=C21)C=CC=C3)=O 1H-pyrimido(5,4-b)(1,4)benzoxazin-2(3H)-one